C(C1=CC=CC=C1)OC(=O)N[C@@H](CCCCNC(C[C@H]1C=2N(C3=C(C(=N1)C1=CC=C(C=C1)Cl)C(=C(S3)C)C)C(=NN2)C)=O)C(=O)O N2-((benzyloxy)carbonyl)-N6-(2-((S)-4-(4-chlorophenyl)-2,3,9-trimethyl-6H-thieno[3,2-f][1,2,4]triazolo[4,3-a][1,4]diazepin-6-yl)acetyl)-L-lysine